C1(=CC=C(C=C1)N(C1=CC=2C(C3=CC=CC=C3C2C=C1)(C)C)C=1C=CC=C(C1)C=1CC(C=C(C1)C(C)(C)C)(C1=CC(=CC(=C1)C(C)(C)C)C(C)(C)C)C(C)(C)C)C1=CC=CC=C1 N-(biphenyl-4-yl)-N-(3,3'',5,5''-tetra-t-butyl-1,1':3,1''-terphenyl-5'-yl)-9,9-dimethyl-9H-fluoren-2-amine